N-(pyrene-1-yl)acetamide C1(=CC=C2C=CC3=CC=CC4=CC=C1C2=C34)NC(C)=O